2-amino-3-methyl-6-(4,4,5,5-tetramethyl-1,3,2-dioxaborolan-2-yl)benzimidazole-4-carbonitrile NC=1N(C2=C(N1)C=C(C=C2C#N)B2OC(C(O2)(C)C)(C)C)C